CC1(OCC2=C(O1)C=CC(=C2)[C@@H]2CO2)C (R)-2,2-dimethyl-6-(epoxyethane-2-yl)-4H-benzo[d][1,3]dioxin